1'-methylspiro[cyclobutane-1,3'-indole]-5'-amine CN1CC2(C3=CC(=CC=C13)N)CCC2